6-((3-(5-methyl-1H-imidazol-1-yl)propyl)amino)-1H-indole-5-carboxylic acid methyl ester COC(=O)C=1C=C2C=CNC2=CC1NCCCN1C=NC=C1C